2,5-dioxopyrrolidin-1-yl (R)-4-(1-((5-methoxy-7-methyl-1H-indol-4-yl)methyl)-4-(2,2,3,3-tetrafluoropropyl)piperazin-2-yl)-benzoate COC=1C(=C2C=CNC2=C(C1)C)CN1[C@@H](CN(CC1)CC(C(F)F)(F)F)C1=CC=C(C(=O)ON2C(CCC2=O)=O)C=C1